ClC(C(F)(F)F)(C(F)(F)F)Cl 2,2-dichloro-1,1,1,3,3,3-hexafluoropropane